FC1=CC=C(C=C1)[C@@H](C)N1C=NC2=C(C1=O)C1=C(S2)CNCC1 (R)-3-(1-(4-Fluorophenyl)ethyl)-5,6,7,8-tetrahydropyrido[4',3':4,5]thieno[2,3-d]pyrimidin-4(3H)-one